FC(C=1C=C2C=CN(C2=CC1)C(C(C)(C)C)=O)(F)F 5-trifluoromethyl-1-pivaloyl-indole